O1CCOCCOCCOCCOCC1 1,4,7,10,13-penta-oxacyclopentadecane